1-(2-(Dimethylamino)-1-(3-(trifluoromethyl)phenyl)ethyl)-4-(5-morpholino-1H-pyrrolo[2,3-b]pyridin-3-yl)pyridin-2(1H)-one CN(CC(C1=CC(=CC=C1)C(F)(F)F)N1C(C=C(C=C1)C1=CNC2=NC=C(C=C21)N2CCOCC2)=O)C